ClC=1C=C(C(=NC1)C1=CC=C(C=N1)[C@H](CN)F)OC=1N(N=C(C1)C1CC1)C (2R)-2-[6-[5-chloro-3-(5-cyclopropyl-2-methylpyrazol-3-yl)oxypyridin-2-yl]pyridin-3-yl]-2-fluoroethanamine